trifluoromethyl-tetrafluoroethyl ether FC(F)(F)C(C(F)(F)F)(F)OC(C(F)(F)F)(C(F)(F)F)F